C(C\C=C/CC)OC([O-])=O (Z)-hex-3-en-1-ylcarbonate